(S)-4-(2,3-difluorobenzyl)-N-(7-((4-hydroxy-4-methylpentyl)oxy)-5-methyl-4-oxo-2,3,4,5-tetrahydrobenzo[b][1,4]oxazepin-3-yl)-1H-pyrazole-1-carboxamide FC1=C(CC=2C=NN(C2)C(=O)N[C@@H]2C(N(C3=C(OC2)C=CC(=C3)OCCCC(C)(C)O)C)=O)C=CC=C1F